BrC1=CC=2SC3=CC=C(C=C3SC2C=C1)Br 2,7-dibromo-thianthrene